(4-(6-cyclopropoxypyridin-2-yl)phenyl)methanamine C1(CC1)OC1=CC=CC(=N1)C1=CC=C(C=C1)CN